NC1=NC=NN2C1=C(C=C2C=2C=C(C(=NC2C)OC)C(=O)NC=2C=NN(C2)CC2CC2)C(F)(F)F 5-[4-amino-5-(trifluoromethyl)pyrrolo[2,1-f][1,2,4]triazin-7-yl]-N-[1-(cyclopropylmethyl)-1H-pyrazol-4-yl]-2-methoxy-6-methylpyridine-3-carboxamide